6-((2-((3R,4S)-3-Amino-4-fluoropiperidin-1-yl)-4,6-difluoro-1H-benzo[d]imidazol-1-yl)methyl)nicotinonitril N[C@@H]1CN(CC[C@@H]1F)C1=NC2=C(N1CC1=NC=C(C#N)C=C1)C=C(C=C2F)F